N1(CCCCC1)C(C=O)=O 2-(piperidin-1-yl)ethane-1,2-dione